3-(Chloromethyl)-N-[4-[S-[4-[6-chloro-4-(trifluoromethyl)-2-pyridyl]piperazin-1-yl]-N-methyl-sulfonimidoyl]phenyl]benzamide ClCC=1C=C(C(=O)NC2=CC=C(C=C2)S(=O)(=NC)N2CCN(CC2)C2=NC(=CC(=C2)C(F)(F)F)Cl)C=CC1